Cl.FC1=C(C=CC(=C1)C(C)C)CN 1-(2-fluoro-4-isopropylphenyl)methanamine hydrochloride